3-(difluoromethyl)-8-methoxyquinoline-6-carboxylic acid FC(C=1C=NC2=C(C=C(C=C2C1)C(=O)O)OC)F